(S)-4-(2-(2,2,2-Trifluoroacetamido)propanamido)benzyl (E)-(((5-(bis(2-cyanoethoxy)phosphoryl)-2-methylpent-2-en-1-yl)oxy)methyl)(ethyl)carbamate C(#N)CCOP(=O)(OCCC#N)CC/C=C(/COCN(C(OCC1=CC=C(C=C1)NC([C@H](C)NC(C(F)(F)F)=O)=O)=O)CC)\C